ethyl 6'-(((1S,3S)-3-((5-(difluoromethoxy)pyrimidin-2-yl)-amino)cyclopentyl)amino)-2-oxo-2H-[1,3'-bipyridine]-3-carboxylate FC(OC=1C=NC(=NC1)N[C@@H]1C[C@H](CC1)NC1=CC=C(C=N1)N1C(C(=CC=C1)C(=O)OCC)=O)F